2,5,8-triamino-tri-s-triazine C1(=NC2=NC(=N)N=C3N2C(=NC(=N3)N)N1)N